C(#N)C1(CC1)[C@@H](N[S@](=O)C(C)(C)C)C=1C=CC2=C(N(C=N2)COCC[Si](C)(C)C)C1 (R)-N-((S)-(1-cyanocyclopropyl)(1-((2-(trimethylsilyl)ethoxy)methyl)-1H-benzo[d]imidazol-6-yl)methyl)-2-methylpropane-2-sulfinamide